NC(C(O)(O)CC)C Amino-Ethyl-Propandiol